4-(5-(4-(4-ethyl-4H-1,2,4-triazol-3-yl)phenyl)pyridin-3-yl)-7-methyl-8,9-dihydropyrido[3',2':4,5]pyrrolo[1,2-a]pyrazin-6(7H)-one C(C)N1C(=NN=C1)C1=CC=C(C=C1)C=1C=C(C=NC1)C1=CC=NC2=C1C=C1N2CCN(C1=O)C